(4-fluoropiperidin-4-yl)methanol hydrochloride Cl.FC1(CCNCC1)CO